OC1=NC(=NC2=CC(=C(C=C12)OC)OC)N1CCN(CC1)C(=O)C1OCCC1 1-(4-hydroxy-6,7-dimethoxy-2-quinazolinyl)-4-[(tetrahydrofuranyl)carbonyl]piperazine